ClC1=CC=C(C=N1)C(F)(F)F 6-Chloro-3-trifluoromethyl-pyridin